NC1=CC=C(C(=O)NC2=CC=C(C=C2)NC(C2=CC=C(C=C2)N)=O)C=C1 4-amino-N-{4-[(4-aminobenzoyl)amino]phenyl}benzamide